F[C@H]1CN(CC[C@H]1NC1=C2C=C(N(C2=CC=C1)CC(F)(F)F)C#CCNC1=C(C=C(C(=O)OC)C=C1)OC)CC(C)O methyl 4-{[3-(4-{[(3s,4R)-3-fluoro-1-(2-hydroxypropyl)piperidin-4-yl]amino}-1-(2,2,2-trifluoroethyl)-1H-indol-2-yl)prop-2-yn-1-yl]amino}-3-methoxybenzoate